(1S,3S,5R)-5-((3-azidopropoxy)methyl)-N-((R)-1-(4-carbamimidoylthiophen-2-yl)ethyl)-2-((9,9-difluoro-9H-fluorene-3-carbonyl)glycyl)-2-azabicyclo[3.1.0]hexane-3-carboxamide N(=[N+]=[N-])CCCOC[C@@]12C[C@H](N([C@H]2C1)C(CNC(=O)C=1C=CC=2C(C3=CC=CC=C3C2C1)(F)F)=O)C(=O)N[C@H](C)C=1SC=C(C1)C(N)=N